(S)-4-chloro-N-methyl-6-(trifluoromethyl)-2,3-dihydrobenzofuran-3-amine ClC1=CC(=CC2=C1[C@@H](CO2)NC)C(F)(F)F